BrC=1C=C(C=CC1)OS(=O)(=O)C1C2C(=C(C(C1)O2)C2=CC=C(C=C2)O)C2=CC=C(C=C2)NC(CCCCC[Se]C#N)=O 3-bromophenyl-5-(4-hydroxyphenyl)-6-(4-(6-selenocyano-hexanamido) phenyl)-7-oxabicyclo[2.2.1]hept-5-ene-2-sulfonate